N-[3-[[1-(1,3-benzothiazol-2-yl)-2-(3-carbamimidoylphenyl)ethyl]sulfamoyl]phenyl]-4-ethyl-1,2,5-oxadiazole-3-carboxamide S1C(=NC2=C1C=CC=C2)C(CC2=CC(=CC=C2)C(N)=N)NS(=O)(=O)C=2C=C(C=CC2)NC(=O)C2=NON=C2CC